C1(CCCCC1)NCC=1C=CC=2N(C1)C=C(N2)CNC(=O)C=2OC1=CC=CC=C1C(C2)=O N-({6-[(cyclohexylamino)methyl]imidazo[1,2-a]pyridin-2-yl}methyl)-4-oxo-4H-chromene-2-carboxamide